OC1CC(C1)NC1=C2C(=NC=C1C=1NC=3C(=CC4=C(CCN(CC4)C4COC4)C3)N1)C=CS2 7-(((1s,3s)-3-hydroxycyclobutyl)amino)-6-(7-(oxetan-3-yl)-1,5,6,7,8,9-hexahydroimidazo[4',5':4,5]benzo[1,2-d]azepin-2-yl)thieno[3,2-b]pyridin